(R)-N4-(1-methoxypropan-2-yl)-7-(1H-pyrazol-5-yl)quinazoline-2,4-diamine formate C(=O)O.COC[C@@H](C)NC1=NC(=NC2=CC(=CC=C12)C1=CC=NN1)N